7-[3-(2-hydroxyethyl)azetidin-1-yl]-5-methyl-4-oxo-1-(1,2,4-thiadiazol-5-yl)-1,4-dihydro-1,8-naphthyridine-3-carboxylic acid OCCC1CN(C1)C1=CC(=C2C(C(=CN(C2=N1)C1=NC=NS1)C(=O)O)=O)C